C(C1=CC=CC=C1)NC1C[C@@H](OC1)C(=O)N1[C@H](C2=CC=CC=C2CC1)C1=CC=C(C=C1)F ((2R)-4-(benzylamino)tetrahydrofuran-2-yl)((S)-1-(4-fluorophenyl)-3,4-dihydroisoquinolin-2(1H)-yl)methanone